BrC=1C=C(C=C(C1)C1=C(C=C(C=C1C(C)(C)C)C(C)(C)C)C(C)(C)C)OC1=CC=2N(C3=C(C(=C(C(=C3C2C=C1)[2H])[2H])[2H])[2H])C1=NC=CC(=C1)C(C)(C)C 2-((5-bromo-2',4',6'-tri-tert-butyl-[1,1'-biphenyl]-3-yl)oxy)-9-(4-(tert-butyl)-pyridin-2-yl)-9H-carbazole-5,6,7,8-d4